1,3-dimethylbenzimidazole acetate C(C)(=O)O.CN1CN(C2=C1C=CC=C2)C